7-(4-(benzo[B]thiophen-4-yl-piperazin-1-yl)butoxy)-1H-quinolin-2-one S1C2=C(C=C1)C(=CC=C2)C2N(CCNC2)CCCCOC2=CC=C1C=CC(NC1=C2)=O